4-(4-aminopiperidin-1-yl)-6-(2-hydroxy-2-methylpropoxy)pyrazolo[1,5-a]pyridine-3-carbonitrile NC1CCN(CC1)C=1C=2N(C=C(C1)OCC(C)(C)O)N=CC2C#N